C(COCCO)OCCO 2,2'-(ethane-1,2-diylbis(oxy))bis(ethan-1-ol)